n-dodecanal CCCCCCCCCCCC=O